ClC1=C(C(=CC=C1Cl)F)C1(CN(CC1)C(=O)OC(C)(C)C)NC=1C=CC2=C(N(C(CCC2)=O)C)C1 tert-butyl 3-(2,3-dichloro-6-fluorophenyl)-3-((1-methyl-2-oxo-2,3,4,5-tetrahydro-1H-benzo[b]azepin-8-yl)amino)pyrrolidine-1-carboxylate